dimethoxynaphthalene COC1=C(C2=CC=CC=C2C=C1)OC